COC(=O)C1=CN=CN1C1C(CC2=CC=CC=C12)(C)C 1-(2,2-dimethyl-2,3-dihydro-1H-inden-1-yl)-1H-imidazole-5-carboxylic acid methyl ester